O1CC(C1)N1N=CC=2C1=NC(=CN2)N2CC1(CN(C1)C=1C=NC(=NC1)C(F)(F)F)CC2 6-[1-(oxetan-3-yl)-1H-pyrazolo[3,4-b]pyrazin-6-yl]-2-[2-(trifluoromethyl)pyrimidin-5-yl]-2,6-diazaspiro[3.4]octane